(6-amino-2-((dimethylamino)methyl)pyridin-3-yl)piperidin-4-ol NC1=CC=C(C(=N1)CN(C)C)N1CCC(CC1)O